4-methoxy-3-(3-morpholinopropoxy)benzonitrile COC1=C(C=C(C#N)C=C1)OCCCN1CCOCC1